OC(C(=O)N)C(C(C(C(=O)N)O)O)O 2,3,4,5-tetrahydroxyadipamide